tert-Butyl 7-amino-3,4-dihydro-1H-isoquinoline-2-carboxylate NC1=CC=C2CCN(CC2=C1)C(=O)OC(C)(C)C